(2S)-N-{(1S)-1-cyano-2-[4-(3-methyl-1,2-benzoxazol-5-yl)phenyl]ethyl}-1,4-oxaazepan-2-carboxamide C(#N)[C@H](CC1=CC=C(C=C1)C=1C=CC2=C(C(=NO2)C)C1)NC(=O)[C@H]1OCCCNC1